2-((4-(6-((4-Chloro-2-fluorobenzyl)oxy)pyridin-2-yl)piperidin-1-yl)methyl)-4-((1r,3r)-3-methoxycyclobutoxy)-1-methyl-1H-benzo[d]imidazole-6-carboxylic acid ClC1=CC(=C(COC2=CC=CC(=N2)C2CCN(CC2)CC2=NC3=C(N2C)C=C(C=C3OC3CC(C3)OC)C(=O)O)C=C1)F